NCCC1=C(C=NC=C1)C#N 4-(2-aminoethyl)pyridine-3-carbonitrile